[OH-].C12(CC3CC(CC(C1)C3)C2)[N+](C)(C)C ADAMANTYLTRIMETHYLAMMONIUM HYDROXID